CC1=CC=C(C(=C)C)C=C1 4-methyl-alpha-methylstyrene